dicopper [H+].[H+].[H+].C1=CC(=C(C=C1C2=CC(=C(C=C2)N=NC3=C4C=CC(=CC4=CC(=C3[O-])S(=O)(=O)[O-])S(=O)(=O)[O-])[O-])[O-])N=NC5=C(C=CC6=C5C=CC(=C6)S(=O)(=O)[O-])[O-].C(CO)NCCO.C(CO)NCCO.C(CO)NCCO.[Cu+2].[Cu+2]